(P)-1-(4-(3,3-Difluorocyclobutyl)-5-fluoro-2-methoxyphenyl)-N-(isoxazol-3-yl)-N-(4-methoxybenzyl)-2-oxo-1,2-dihydroquinoline-6-sulfonamide FC1(CC(C1)C1=CC(=C(C=C1F)N1C(C=CC2=CC(=CC=C12)S(=O)(=O)N(CC1=CC=C(C=C1)OC)C1=NOC=C1)=O)OC)F